C(C)(C)C=1C(=CC(CC1)=O)C 4-isopropyl-3-methylcyclohexa-2,4-dien-1-one